C1(CC1)C(=O)NC1=NC=C(C(=N1)NC1=C2N(CC=3N(C2=CC=C1)N=C(N3)C)C)C(=O)NC([2H])([2H])[2H] 2-(cyclopropanecarboxamido)-4-((2,5-dimethyl-4,5-dihydro-[1,2,4]triazolo[1,5-a]quinoxalin-6-yl)amino)-N-(methyl-d3)pyrimidine-5-carboxamide